COC(=O)C1CCC2(CCC3=CC=C(C=C23)OC(CN2CCN(CC2)C)C)CC1 6'-{[1-(4-methylpiperazin-1-yl)propan-2-yl]oxy}-2',3'-dihydrospiro[cyclohexane-1,1'-indene]-4-carboxylic acid methyl ester